C(C)(C)(C)OC(=O)N1CCN(CC1)C1=CC=C(C=C1)C1=CC(=C2CN(C(C2=C1)=O)C(C(=O)O[Li])C1=C2N(C=N1)C[C@@H](C2)F)F [2-[6-[4-(4-Tert-Butoxycarbonylpiperazin-1-yl)phenyl]-4-fluoro-1-oxo-isoindolin-2-yl]-2-[(6R)-6-fluoro-6,7-dihydro-5H-pyrrolo[1,2-c]imidazol-1-yl]acetyl]oxylithium